IC1=C(C(=C(C(=C1)CC(=O)O)CC(=O)O)I=O)I.CC=1NC2=CC=CC=C2C(C1C1=CC=C(C=C1)OC1=CC=C(C=C1)OC(F)(F)F)=O 2-methyl-3-(4-(4-(trifluoromethoxy)phenoxy)phenyl)quinolin-4(1H)-one diiodoiodosobenzenediacetate